FC(CNC=1N=C(C2=C(N1)NC=C2C=2C=C(C=1N(C2)C=CN1)F)OC)(C)C N-(2-fluoro-2-methylpropyl)-5-(8-fluoroimidazo[1,2-a]pyridin-6-yl)-4-methoxy-7H-pyrrolo[2,3-d]pyrimidin-2-amine